C1(=CC=CC2=CC3=CC=CC=C3C=C12)N anthryl-amine